CC1=CC=C(/C=C/C2=C(C=CC=C2)O)C=C1 (E)-2-(4-methylstyryl)phenol